CCCC(C)(CC(=O)[O-])O The molecule is a hydroxy monocarboxylic acid anion that is the conjugate base of 3-hydroxy-3-methylhexanoic acid, arising from deprotonation of the carboxy group. It is a hydroxy monocarboxylic acid anion and a 3-methyl fatty acid anion. It derives from a hexanoate. It is a conjugate base of a 3-hydroxy-3-methylhexanoic acid.